(Z)-4-(N'-hydroxycarbamoylamino)-2-methoxybenzoic acid methyl ester COC(C1=C(C=C(C=C1)NC(NO)=O)OC)=O